C(C)OC(NC1=C(C=CC=C1C#N)Br)=O (2-Bromo-6-cyanophenyl)carbamic acid ethyl ester